CN(C(CCCCCCCC)CCCCCCC\C=C/C\C=C/CCCCC)C (17Z,20Z)-N,N-dimethyl-hexacosane-17,20-dien-9-amine